3-(5-(3-fluorophenyl)-1H-imidazol-2-yl)-1H-indazole-5-carboxylic acid FC=1C=C(C=CC1)C1=CN=C(N1)C1=NNC2=CC=C(C=C12)C(=O)O